FC1=CC2=C(NC(=N2)NC=2C=CC(=C(C2)N2C(N(C3=NC(=NC=C3C2)NC)C)=O)C)C=C1F 3-(5-((5,6-difluoro-1H-benzo[d]imidazol-2-yl)amino)-2-methylphenyl)-1-methyl-7-(methylamino)-3,4-dihydropyrimido[4,5-d]pyrimidin-2(1H)-one